[13CH2](O)[13CH2]N monoethanolamine-13C2